lithium chromium antimony [Sb].[Cr].[Li]